zinc-aluminum copper [Cu].[Al].[Zn]